4,4'-bis(1H-pyrazol-4-yl)biphenyl N1N=CC(=C1)C1=CC=C(C=C1)C1=CC=C(C=C1)C=1C=NNC1